5-bromo-N-(3-chloro-5-methanesulfonamidophenyl)-1-methyl-1H-pyrrole-3-carboxamide BrC1=CC(=CN1C)C(=O)NC1=CC(=CC(=C1)NS(=O)(=O)C)Cl